F[C@H]1[C@H](N(CC1)C(=O)OC(C)(C)C)C=1N(C=CN1)C=1C=C(C=CC1)C tert-Butyl (2R,3R)-3-fluoro-2-[1-(m-tolyl)imidazol-2-yl]pyrrolidine-1-carboxylate